C1=CC=C2C(=C1)N=C(S2)C#N CyanoBenzothiazole